ClC1=C(C=C(C(=C1)F)OC)C1=CC=2N(C(N(C(C2S1)=O)C1=C2C(=CN=C1)NN=C2C)=O)CCC#N 3-(6-(2-chloro-4-fluoro-5-methoxyphenyl)-3-(3-methyl-1H-pyrazolo[3,4-c]pyridin-4-yl)-2,4-dioxo-3,4-dihydrothieno[3,2-d]pyrimidin-1(2H)-yl)propionitrile